ethyl 1-chloroimidazo[1,2-a][1,7]naphthyridine-6-carboxylate ClC1=NC=CC=2C=C(C=3N(C12)C=CN3)C(=O)OCC